tert-butyl (4aR,8aR)-2,3,4,4a,5,7,8,8a-octahydropyrido[4,3-b][1,4]oxazine-6-carboxylate O1[C@H]2[C@H](NCC1)CN(CC2)C(=O)OC(C)(C)C